1,8-dihydroxybicyclo[7.3.1]tridec-4-ene-2,6-diyne-13-one OC12C#CC=CC#CC(C(CCC1)C2=O)O